3-(2-(5-(4-hydroxybenzylidene)-3-(4-chlorophenyl)-4-oxothiazolidin-2-ylidene)hydrazono)-5-bromoindol-2-one OC1=CC=C(C=C2C(N(C(S2)=NN=C2C(NC3=CC=C(C=C23)Br)=O)C2=CC=C(C=C2)Cl)=O)C=C1